1,3,3,4,4-pentafluoro-7-((5-fluoropyridin-3-yl)oxy)-1,2,3,4-tetrahydro-2aH-cyclopenta[cd]inden-2a-ol FC1CC2(C=3C(=CC=C(C13)OC=1C=NC=C(C1)F)C(C2(F)F)(F)F)O